3-[(6-oxo-5-phenyl-1,6-dihydropyridazin-1-yl)methyl]Piperidine-1-carboxylic acid tert-butyl ester C(C)(C)(C)OC(=O)N1CC(CCC1)CN1N=CC=C(C1=O)C1=CC=CC=C1